12-Hydroxystearamide OC(CCCCCCCCCCC(=O)N)CCCCCC